4,4'-Methylenebis(2-methylphenol) C(C1=CC(=C(C=C1)O)C)C1=CC(=C(C=C1)O)C